[Li+].F[C@@H](C(=O)[O-])ON1[C@@H]2C=C([C@H](N(C1=O)C2)C(NCCCS(N)(=O)=O)=O)C (2S)-2-fluoro-2-[[(2S,5R)-3-methyl-7-oxo-2-(3-sulfamoylpropylcarbamoyl)-1,6-diazabicyclo[3.2.1]oct-3-en-6-yl]oxy]acetic acid lithium salt